O=C1[C@@H]2[C@H](N([C@H](C1)CC2)C(=O)OC(C)(C)C)C(=O)OCC 2-(tert-butyl) 3-ethyl (1S,3S,4S)-5-oxo-2-azabicyclo[2.2.2]octane-2,3-dicarboxylate